Isobutyl (1R,3s,5S)-3-((2-(hydroxymethyl)-7-((5-methyl-1H-pyrazol-3-yl)amino)-1,6-naphthyridin-5-yl)amino)-8-azabicyclo[3.2.1]octane-8-carboxylate OCC1=NC2=CC(=NC(=C2C=C1)NC1C[C@H]2CC[C@@H](C1)N2C(=O)OCC(C)C)NC2=NNC(=C2)C